C(=O)C1=CC=C(C(=O)NC=2C=CC3=C(C(=CO3)C3CCN4CCCC4C3)C2)C=C1 5-(4-(formyl)benzoyl)amino-3-(octahydroindolizin-7-yl)-benzofuran